BrC1=NN(C(=N1)C(CC(C1=NC=CC=C1Cl)O[Si](C)(C)C(C)(C)C)O)C1OCCCC1 1-(3-bromo-1-(tetrahydro-2H-pyran-2-yl)-1H-1,2,4-triazol-5-yl)-3-((tert-butyldimethylsilyl)oxy)-3-(3-chloropyridin-2-yl)propan-1-ol